2-methoxy-5-propoxybenzaldehyde COC1=C(C=O)C=C(C=C1)OCCC